N1=C(C=CC=C1)S[P] pyridylthiophosphorus